NC1(C=CC(=C(C1C1=CC(=C(S1)CC)C)C)O)C 6-amino-2-ethyl-5-(3-hydroxy-2,6-dimethylphenyl)-3-methylthiophene